ClC=1C(=C(C(=C(C(=O)[O-])C1)C)O)O 5-chloro-3,4-dihydroxy-2-methylbenzoate